FC1=C(C=C(C=C1C[C@@H]1NCC2(CC2)[C@@H]1C(S(=O)(=O)N)F)F)C1=CC=CC=C1 ((6S,7S)-6-((2,5-difluoro-[1,1'-biphenyl]-3-yl)methyl)-5-azaspiro[2.4]heptane-7-yl)-1-fluoromethanesulfonamide